ClC=1C=C(C=CC1F)[C@@H](NC(=O)N1CC(NCC1)=O)C12CCC(CC1)(CC2)C(F)(F)F N-((S)-(3-chloro-4-fluorophenyl)(4-(trifluoromethyl)bicyclo[2.2.2]oct-1-yl)methyl)-3-oxopiperazine-1-carboxamide